CC=1C=C(C=C(C1)C)CCN1C2=CC=CC(=C2C=2C(=CC=CC12)OCC(=O)O)C(N)=O {9-[(3,5-dimethylphenyl)ethyl]-5-carbamoylcarbazol-4-yl}oxyacetic acid